1-methyl-4-(2-piperidyl)benzimidazole CN1C=NC2=C1C=CC=C2C2NCCCC2